methyl 2-(chloromethyl)-1-((1-cyanocyclopropyl) methyl)-1H-benzo[d]imidazole-6-carboxylate ClCC1=NC2=C(N1CC1(CC1)C#N)C=C(C=C2)C(=O)OC